C[C@H]1N(CCC1)C=1SC2=C(N=C(N=C2O)O)N1 2-[(2R)-2-methylpyrrolidin-1-yl]thiazolo[4,5-d]pyrimidine-5,7-diol